Dimethylbis(vinylsulfonyl)benzol CC1=C(C(=C(C=C1)S(=O)(=O)C=C)S(=O)(=O)C=C)C